ClC=1C(=C2CC(CC2=CC1)NC=1C=CC(=NC1)[C@@H](C(F)(F)F)N(C(=O)C1CCS(CC1)(=O)=O)C)F N-((1S)-1-(5-((5-chloro-4-fluoro-2,3-dihydro-1H-inden-2-yl)amino)pyridin-2-yl)-2,2,2-trifluoroethyl)-N-methyltetrahydro-2H-thiopyran-4-carboxamide 1,1-dioxide